2-cyano-3-benzyloxypyridin-4-one C(#N)C1=NC=CC(C1OCC1=CC=CC=C1)=O